2-(hydroxymethyl)-9-methyl-7-((1-methyl-1H-pyrazol-3-yl)methyl)thiazolo[3',2':1,5]pyrrolo[2,3-d]pyridazin-8(7H)-one OCC1=CN2C(=C(C3=C2C=NN(C3=O)CC3=NN(C=C3)C)C)S1